ClC1=C(C=CC=C1)C1CC2(C1)NC(N(C2=O)C2=CN=CC1=CN=CC=C21)=O 2-(2-chlorophenyl)-7-(2,7-naphthyridin-4-yl)-5,7-diazaspiro[3.4]octane-6,8-dione